FC1=CC=C(CN2C3=C(C4=CC=CC=C24)C[C@H](NC3)C(=O)O)C=C1 (S)-9-(4-fluorobenzyl)-2,3,4,9-tetrahydro-1H-pyrido[3,4-b]Indole-3-carboxylic acid